2-(4-vinylcyclohexyl)acetic acid C(=C)C1CCC(CC1)CC(=O)O